isovanillyl ethyl ether C(C)OCC1=CC(O)=C(OC)C=C1